FC=1C=C(C=CC1OC1=CC=NC2=CC(=C(C=C12)OCCN1CCOCC1)C(NC)=O)NC(=O)C1=C2C(=CN(C1=O)C1=CC=C(C=C1)F)CCO2 N-(3-fluoro-4-((7-(methylcarbamoyl)-6-(2-morpholinoethoxy)quinolin-4-yl)oxy)phenyl)-5-(4-fluorophenyl)-6-oxo-2,3,5,6-tetrahydrofuro[3,2-c]pyridine-7-carboxamide